4-bromo-1-(2-((tert-butyldimethylsilyl)oxy)-3-methoxypropyl)-5-methyl-1H-pyrazole BrC=1C=NN(C1C)CC(COC)O[Si](C)(C)C(C)(C)C